2-(((butylsulfinyl)methyl)thio)-4-(1-methyl-1H-1,2,4-triazol-5-yl)-6-(thiazol-2-yl)nicotinonitrile C(CCC)S(=O)CSC1=C(C#N)C(=CC(=N1)C=1SC=CN1)C1=NC=NN1C